P(=O)(=O)SP(=O)=O.[Ni] nickel phosphosulfide